tetrabenzyl tetracarbamate C(N)(OCC1=CC=CC=C1)=O.C(N)(OCC1=CC=CC=C1)=O.C(N)(OCC1=CC=CC=C1)=O.C(N)(OCC1=CC=CC=C1)=O